tert-butyl (2R)-2-[(4-aminophenyl)methyl]morpholine-4-carboxylate NC1=CC=C(C=C1)C[C@@H]1CN(CCO1)C(=O)OC(C)(C)C